2-(2H-Benzotriazol-2-yl)-4,6-bis-(1-methyl-1-phenylethyl)-phenol N=1N(N=C2C1C=CC=C2)C2=C(C(=CC(=C2)C(C)(C2=CC=CC=C2)C)C(C)(C)C2=CC=CC=C2)O